NC=1C=C(C=C(C1)C(F)(F)F)[C@@H](C)C1(NC(=NC2=CC(=C(C=C12)N[C@@H]1CN(CC1)C)OC)C)N 4-((R)-1-(3-amino-5-(trifluoromethyl)phenyl)ethyl)-7-methoxy-2-methyl-N6-((S)-1-Methylpyrrolidin-3-yl)quinazoline-4,6-diamine